10-(naphthalen-2-yl)-9-anthraceneboronic acid C1=C(C=CC2=CC=CC=C12)C1=C2C=CC=CC2=C(C2=CC=CC=C12)B(O)O